COC1CN(C1)CCN1CCNCC1 1-(2-(3-methoxyazetidin-1-yl)ethyl)piperazine